(4-((1H-imidazol-4-yl)methyl)piperidin-1-yl)(4-((3-(4-(difluoromethoxy)phenyl)imidazo[1,2-a]pyrazin-8-yl)amino)-2-methylphenyl)methanone N1C=NC(=C1)CC1CCN(CC1)C(=O)C1=C(C=C(C=C1)NC=1C=2N(C=CN1)C(=CN2)C2=CC=C(C=C2)OC(F)F)C